americium-curium [Cm].[Am]